C1(CCCCCCC\C=C/CCCCCCC1)=O (9Z)-9-Cycloheptadecen-1-one